2,2,2-trifluoroethyl 2-((2R,5S)-2-(3-((R)-2-(dimethylamino)propoxy)phenyl)-5-methylpiperidin-1-yl)-2-oxoacetate CN([C@@H](COC=1C=C(C=CC1)[C@@H]1N(C[C@H](CC1)C)C(C(=O)OCC(F)(F)F)=O)C)C